CN(CCN1C=CC2=CC=C(C=C12)C1=NC=CC(=N1)NC=1C=C2C=NNC2=CC1)C N-(2-(1-(2-(dimethylamino)ethyl)-1H-indol-6-yl)pyrimidin-4-yl)-1H-indazol-5-amine